3-(5-(4-(chloromethyl)-5-(trifluoromethyl)pyridin-2-yl)-1-oxoisoindolin-2-yl)piperidine-2,6-dione ClCC1=CC(=NC=C1C(F)(F)F)C=1C=C2CN(C(C2=CC1)=O)C1C(NC(CC1)=O)=O